(4-aminophenyl)-4-(4-hydroxyphenyl)piperazine NC1=CC=C(C=C1)N1CCN(CC1)C1=CC=C(C=C1)O